COC1=C(C=2[C@H]3CC[C@@]4([C@H](CC[C@H]4[C@@H]3CCC2C(=C1O)[2H])O)C)[2H] (8R,9S,13S,14S,17S)-2-methoxy-13-methyl-7,8,9,11,12,13,14,15,16,17-decahydro-6H-cyclopenta[a]phenanthrene-1,4-d2-3,17-diol